ClC1=C2C=C(N(C2=CC=C1Cl)COCC[Si](C)(C)C)C(=O)N1CCN(CC1)C(=O)OC(C)(C)C tert-butyl 4-(4,5-dichloro-1-((2-(trimethylsilyl)ethoxy)methyl)-1H-indole-2-carbonyl)piperazine-1-carboxylate